C1N(CC12CCNCC2)C2=CC=C(NC1C(NC(CC1)=O)=O)C=C2 3-[4-(2,7-diazaspiro[3.5]nonan-2-yl)anilino]piperidine-2,6-dione